FC1=C(C=CC(=C1C)OC1=CC2=C(N(N=N2)C)C=C1)NC=1C2=C(N=CN1)C=CC(=N2)N2CCN(CC2)C(C=C)=O 1-(4-(4-((2-fluoro-3-methyl-4-((1-methyl-1H-benzo[d][1,2,3]triazol-5-yl)oxy)phenyl)amino)pyrido[3,2-d]pyrimidin-6-yl)piperazin-1-yl)prop-2-en-1-one